FC1(CCC(CC1)C1=NC=C2N1CCN(C2)C(=O)NC)F 3-(4,4-difluorocyclohexyl)-N-methyl-5,6-dihydroimidazo[1,5-a]pyrazine-7(8H)-carboxamide